isoindoline-1,3-dion C1(NC(C2=CC=CC=C12)=O)=O